N-((1s,4R)-4-methylcyclohexyl)propionamide CC1CCC(CC1)NC(CC)=O